magnesium butenedioic acid C(C=CC(=O)O)(=O)O.[Mg]